C(C)(C)(C)OC(=O)N1CC(C1)C12CC(C1)(C2)C(NNC(=O)C2(CC2)C(F)(F)F)=O 3-[3-[[[1-(trifluoromethyl)cyclopropanecarbonyl]amino]carbamoyl]-1-bicyclo[1.1.1]pentanyl]azetidine-1-carboxylic acid tert-butyl ester